Methyl (E)-3-((1S,5R,9R)-5-(3-hydroxyphenyl)-2-phenethyl-2-azabicyclo[3.3.1]nonan-9-yl)acrylate OC=1C=C(C=CC1)[C@@]12CCN([C@@H](CCC1)[C@@H]2/C=C/C(=O)OC)CCC2=CC=CC=C2